(-)-N-(2-ethoxyphenyl)-N'-(1,2,3-trimethylpropyl)-2-nitroethene-1,1-diamine C(C)OC1=C(C=CC=C1)NC(=C[N+](=O)[O-])NC(C(CC)C)C